oxocopper O=[Cu]